O=C1C=C2C(=NC=N2)C=C1 5-oxobenzimidazole